ClC1=C(C=C(C=C1)C(O)(C=1NC(=CN1)C)C1=CC(=C(C=C1)Cl)F)F bis(4-chloro-3-fluorophenyl)(5-methyl-1H-imidazol-2-yl)methanol